C(CCCCCC)C=1OCCCN1 2-heptyl-4,5-dihydro-1,3-oxazine